tetramethyl-ammonium di-zinc [Zn+2].[Zn+2].C[N+](C)(C)C